4-hydroxy-3-nitro-benzenemethanol OC1=C(C=C(C=C1)CO)[N+](=O)[O-]